(3S,16S,20R,22R,24S)-16,24:20,24-diepoxycholest-5-ene-3,22,25-triol 3-acetate C(C)(=O)O[C@@H]1CC2=CC[C@H]3[C@@H]4C[C@H]5[C@H]([C@@]6([C@@H](C[C@](C(C)(C)O)(O5)O6)O)C)[C@]4(CC[C@@H]3[C@]2(CC1)C)C